cyclobutanone O-(4-nitrophenyl) oxime [N+](=O)([O-])C1=CC=C(C=C1)ON=C1CCC1